C(=O)([O-])C(O)C(O)C(=O)[O-].[Na+].[Na+] disodium tartrate salt